COC(=O)C1=CC=CC=2OC(OC(C21)(C)C2CC(CCC2)N2C(CC2)OC)C 4-(3-(methoxyazetidin-1-yl)cyclohexyl)-2,4-dimethylbenzo[d][1,3]dioxan-5-carboxylic acid methyl ester